6-[(1S,3R,4S,5R)-5-[[5-cyclopropyl-3-(2,6-dichlorophenyl)-1,2-oxazol-4-yl]methoxy]-3-methyl-2-azabicyclo[2.2.1]heptan-2-yl]-N-(oxane-4-sulfonyl)pyridine-3-carboxamide C1(CC1)C1=C(C(=NO1)C1=C(C=CC=C1Cl)Cl)CO[C@H]1[C@@H]2[C@H](N([C@H](C1)C2)C2=CC=C(C=N2)C(=O)NS(=O)(=O)C2CCOCC2)C